N1(CCCC2=CC=CC=C12)C(=O)ON=CC1=CC=C(C=C1)OC 4-methoxybenzaldehyde O-(1,2,3,4-tetrahydroquinoline-1-carbonyl) oxime